tert-butyl 2-[1-[1-(2,6-dioxo-3-piperidyl)-3-methyl-2-oxo-benzimidazol-5-yl]-4-piperidyl]acetate O=C1NC(CCC1N1C(N(C2=C1C=CC(=C2)N2CCC(CC2)CC(=O)OC(C)(C)C)C)=O)=O